2-methyl-N-[(1R)-1-(1-naphthyl)ethyl]-5-(1,2,3,6-tetrahydropyridin-4-yl)benzamide hydrochloride salt Cl.CC1=C(C(=O)N[C@H](C)C2=CC=CC3=CC=CC=C23)C=C(C=C1)C=1CCNCC1